O=C1NC(CCC1N1C(C2=CC=CC(=C2C1=O)NCCCCCOC=1C=C(C=CC1)CC(=O)NC=1SC(=C(N1)C=1C=C2CCN(C2=CC1)C(C1=CN=CC=C1OC)=O)C)=O)=O 2-(3-((5-((2-(2,6-dioxopiperidin-3-yl)-1,3-dioxoisoindolin-4-yl)amino)pentyl)oxy)phenyl)-N-(4-(1-(4-methoxynicotinoyl)indolin-5-yl)-5-methylthiazol-2-yl)acetamide